2-chloro-N-(2,4-difluorophenyl)acetamide C1=CC(=C(C=C1F)F)NC(=O)CCl